2-(6-oxo-5-((1-(4-phenyloxazol-2-yl)ethyl)amino)-2-(piperidin-1-yl)pyrimidin-1(6H)-yl)acetamide O=C1C(=CN=C(N1CC(=O)N)N1CCCCC1)NC(C)C=1OC=C(N1)C1=CC=CC=C1